9-(undecan-2-yl) nonanedioate C(CCCCCCCC(=O)OC(C)CCCCCCCCC)(=O)[O-]